C(#N)C1=NC2=CC(=CC(=C2C=C1C1=CC=C(C=C1)OC)[C@@H](C)NC1=C(C(=O)O)C=CC=C1)C (R)-2-((1-(2-cyano-3-(4-methoxyphenyl)-7-methylquinolin-5-yl)ethyl)amino)benzoic acid